C(C=CC=CCC(=O)O)(=O)O heptadienedioic acid